ClC1=CC=2NC(=NS(C2S1)(=O)=O)NC(CO)(C)C 6-Chloro-3-(2-hydroxy-1,1-dimethylethylamino)-4H-thieno[3,2-e]-1,2,4-thiadiazine 1,1-dioxide